tetrahydroborate-phosphoric acid-potassium salt [K+].P(O)(O)(O)=O.[BH4-]